3-((4-isocyanatophenyl)ethynyl)dibenzo[b,d]thiophene N(=C=O)C1=CC=C(C=C1)C#CC=1C=CC2=C(SC3=C2C=CC=C3)C1